C(=O)(OC(C)(C)C)N[C@@H](CC1=CNC2=CC=CC=C12)CO Boc-Tryptophanol